1-(7-bromo-6-(4-cyano-3-fluorophenyl)-1H-imidazolo[4,5-c]pyridin-4-yl)piperidin-4-yl-carbamate BrC=1C2=C(C(=NC1C1=CC(=C(C=C1)C#N)F)N1CCC(CC1)NC([O-])=O)N=CN2